C[C@@H]1CN(C[C@H]2N1CCN(C2)CC=2C(=NC(=CC2)N2[C@H](CNCC2)C)C)C2=C1C=CC=NC1=C(C=C2)C#N 5-[(4R,9aS)-4-methyl-8-[[2-methyl-6-[(2S)-2-methylpiperazin-1-yl]-3-pyridyl]methyl]-3,4,6,7,9,9a-hexahydro-1H-pyrazino[1,2-a]pyrazin-2-yl]quinoline-8-carbonitrile